COCCOCOC[C@@H]1OC1 (2R)-2-{[(2-methoxyethoxy)methoxy]methyl}oxirane